tert-butyl (3R,4S)-3-(hydroxymethyl)-4-((8-(4-(trifluoromethyl)phenyl)pyrido[3,4-b]pyrazin-5-yl)amino)pyrrolidine-1-carboxylate OC[C@@H]1CN(C[C@H]1NC1=NC=C(C=2C1=NC=CN2)C2=CC=C(C=C2)C(F)(F)F)C(=O)OC(C)(C)C